O=C1NC=CC2=CC=CC=C12 Oxoisochinolin